N,N'-Bis(4-methoxy-2-methylphenyl)-N,N'-diphenylbenzidine COC1=CC(=C(C=C1)N(C1=CC=C(C=C1)C1=CC=C(N(C2=CC=CC=C2)C2=C(C=C(C=C2)OC)C)C=C1)C1=CC=CC=C1)C